6-(6-(((1S,2S,3R,5R)-2-fluoro-8-azabicyclo[3.2.1]octan-3-yl)(methyl)amino)pyridazin-3-yl)-7-hydroxy-2-methyl-4H-chromen-4-one F[C@H]1[C@@H]2CC[C@H](C[C@H]1N(C1=CC=C(N=N1)C=1C=C3C(C=C(OC3=CC1O)C)=O)C)N2